C1(=CC=C(C=C1)S(=O)(=O)OC1CC(C1)C(=O)OCC1=CC=CC=C1)C 1-benzyl 3-(p-tolylsulfonyloxy)cyclobutanecarboxylate